[Na].[Sn]=O tin oxide sodium